OCC(C(=O)O)(C)CO 2,2-bis-hydroxymethyl-propionic acid